N[C@@H]1C=2C=CC=C(C2CC12CCN(CC2)C2=NC=C(C=1N2C=NN1)SC1=C(C(=NC=C1)N)Cl)O (S)-1-amino-1'-(8-((2-amino-3-chloropyridin-4-yl)thio)-[1,2,4]triazolo[4,3-c]pyrimidin-5-yl)-1,3-dihydrospiro[indene-2,4'-piperidin]-4-ol